OC(CN(CC[C@@H](C(=O)O)NC1=NC=NC2=CC=CC=C12)CCCCC1=NC=2NCCCC2C=C1)CO (2S)-4-((2,3-dihydroxypropyl)(4-(5,6,7,8-tetrahydro-1,8-naphthyridin-2-yl)butyl)amino)-2-(quinazolin-4-ylamino)butanoic acid